2-ketobutyrolactone O=C1C(=O)OCC1